COC(C1=CC(=C(C=C1)CN1N=CC=C1)Br)=O.OCCOC1=C(C=C(C=C1)C1(C2=CC=CC=C2C=2C=CC=CC12)C1=CC(=C(C=C1)OCCO)C)C 9,9-bis{4-(2-hydroxyethoxy)-3-methylphenyl}fluorene methyl-4-((1H-pyrazol-1-yl)methyl)-3-bromobenzoate